(1S,3S)-3-(((5-(3-bromo-2-chlorophenyl)-3-methoxypyrazin-2-yl)methyl)amino)cyclopentane-1-carboxylic acid methyl ester COC(=O)[C@@H]1C[C@H](CC1)NCC1=NC=C(N=C1OC)C1=C(C(=CC=C1)Br)Cl